4-[4-(2,3-Dipropyloxyphenyl)-2,6-difluoro-N-methyl-anilino]butanoic acid C(CC)OC1=C(C=CC=C1OCCC)C1=CC(=C(N(C)CCCC(=O)O)C(=C1)F)F